NC1=C(C=C(C=N1)NC(C(=O)N1[C@H](CC[C@@H](C1)C)C=1C=CC2=C(N=C(S2)C=2C=NC=CC2)C1)=O)CC N-(6-amino-5-ethylpyridin-3-yl)-2-((2R,5S)-5-methyl-2-(2-(pyridin-3-yl)benzo[d]thiazol-5-yl)piperidin-1-yl)-2-oxoacetamide